(S)-1-((S)-8-fluoroisochroman-1-yl)ethan-1-amine FC=1C=CC=C2CCO[C@@H](C12)[C@H](C)N